ClC1=C(C(=O)NC2(CCN(CC2)C2=NC=C(N=C2)C=2C=3N(C=C(C2)OCC)N=CC3C#N)C)C=C(C=C1)F 2-chloro-N-(1-(5-(3-cyano-6-ethoxypyrazolo[1,5-a]pyridin-4-yl)pyrazin-2-yl)-4-methylpiperidin-4-yl)-5-fluorobenzamide